2-(6-(cyclopropanesulfonamido)pyrazin-2-yl)-N-(4-(6-ethoxypyrazin-2-yl)phenyl)-2-methylpropanamide C1(CC1)S(=O)(=O)NC1=CN=CC(=N1)C(C(=O)NC1=CC=C(C=C1)C1=NC(=CN=C1)OCC)(C)C